Folic Acid (folate) C(CC[C@@H](C(=O)O)NC(=O)C1=CC=C(NCC2=CN=C3N=C(N)NC(=O)C3=N2)C=C1)(=O)O.C(CC[C@@H](C(=O)O)NC(=O)C1=CC=C(NCC2=CN=C3N=C(N)NC(=O)C3=N2)C=C1)(=O)O